O=C1NC(CCC1N1C(C2=CC=C(C=C2C1)C1=NC=CC(=C1)CN1CCC2(CC(C2)OC2=CC=C(C(=O)OC)C=C2)CC1)=O)=O methyl 4-((7-((2-(2-(2,6-dioxopiperidin-3-yl)-1-oxoisoindolin-5-yl)pyridin-4-yl) methyl)-7-azaspiro[3.5]nonan-2-yl)oxy)benzoate